ClC1=CC=C(C(=N1)C)C[C@H]1C(N([C@H]2C[C@@H]12)C1=C(C(=NN1)C1=CN=NC=C1C)C)=O (1S,4R,5S)-4-((6-chloro-2-methylpyridin-3-yl)methyl)-2-(4-methyl-3-(5-methyl-pyridazin-4-yl)-1H-pyrazol-5-yl)-2-azabicyclo[3.1.0]hexan-3-one